1-(4-cyclopropylphenyl)sulfonyl-N-[(5-methylpyrazin-2-yl)methyl]pyrazole-3-carboxamide C1(CC1)C1=CC=C(C=C1)S(=O)(=O)N1N=C(C=C1)C(=O)NCC1=NC=C(N=C1)C